((3-(2,6-bis(benzyloxy)pyridin-3-yl)-1-methyl-1H-indazol-6-yl)amino)-3-(trifluoromethyl)piperidine-1-carboxylic acid tert-butyl ester C(C)(C)(C)OC(=O)N1C(C(CCC1)C(F)(F)F)NC1=CC=C2C(=NN(C2=C1)C)C=1C(=NC(=CC1)OCC1=CC=CC=C1)OCC1=CC=CC=C1